[Br-].C(CCCC)C1(C(CCCC1)C=[NH2+])CCCCC 1,1-dipentylcyclohexylmethyleneammonium bromide